NCC(C=1SC=C(N1)CO)N1C(=CC=C1C1=NC=C(C=C1)Cl)C(=O)N (2-amino-1-(4-(hydroxymethyl)thiazol-2-yl)ethyl)-5-(5-chloropyridin-2-yl)-1H-pyrrole-2-carboxamide